tert-butyl(((2R)-2-(2-(3,3-dimethyloxiran-2-yl)ethyl)-2,5,7,8-tetramethyl-chroman-6-yl)oxy)dimethylsilane C(C)(C)(C)[Si](C)(C)OC=1C(=C2CC[C@](OC2=C(C1C)C)(C)CCC1OC1(C)C)C